5-[4-(6-chloro-5-fluoro-indolin-1-yl)pyrido[3,2-d]pyrimidin-6-yl]pyrimidin-2-amine ClC1=C(C=C2CCN(C2=C1)C=1C2=C(N=CN1)C=CC(=N2)C=2C=NC(=NC2)N)F